8-(2-fluoro-5-methylphenyl)-9-(4-((1-(3-fluoropropyl)azetidin-3-yl)methyl)phenyl)-6,7-dihydro-5H-benzo[7]annulene-3-carboxylic acid hydrochloride Cl.FC1=C(C=C(C=C1)C)C=1CCCC2=C(C1C1=CC=C(C=C1)CC1CN(C1)CCCF)C=CC(=C2)C(=O)O